ClC=1C=C2C=3C(=CC=C(C3NC2=CC1)NCCNC(=N)N)C1=CC(=C(C=C1)Cl)Cl 1-(2-(6-Chloro-4-(3,4-dichlorophenyl)-9H-carbazol-1-ylamino)ethyl)guanidine